BrC1=CC=C(C=C1)N1N=C(C(=C1)C1=CC=C(C=C1)F)[C@@H]1O[C@H](C(N1CCC=1C=CC2=CC(N=C2C1)=O)=O)C (2S,5S)-2-(1-(4-bromophenyl)-4-(4-fluorophenyl)-1H-pyrazol-3-yl)-5-methyl-3-(2-(2-oxoindol-6-yl)ethyl)oxazolidin-4-one